[Br-].CC=1C=C(C=C(C1)C)C(OP)C1=CC(=CC(=C1)C)C bis(3,5-dimethylphenyl)methoxyphosphine bromide